rhodium(II) triphenylacetate C1(=CC=CC=C1)C(C(=O)[O-])(C1=CC=CC=C1)C1=CC=CC=C1.[Rh+2].C1(=CC=CC=C1)C(C(=O)[O-])(C1=CC=CC=C1)C1=CC=CC=C1